tert-Butyl N-(2-methyl-5-oxo-5-phenyl-pentyl)carbamate CC(CNC(OC(C)(C)C)=O)CCC(C1=CC=CC=C1)=O